CC1CCCC(C1)C(=O)N 5-methylcyclohexancarboxamid